COC1=C(C=C(C=C1)C[C@@H]2[C@H](COC2=O)CC3=CC4=C(C=C3)OCO4)OC The molecule is a butan-4-olide that is (-)-pluviatolide in which the phenolic hydroxy group has been converted to the corresponding methyl ether. It has a role as a plant metabolite. It is an aromatic ether, a member of benzodioxoles, a butan-4-olide and a lignan. It derives from a (-)-pluviatolide.